(Z)-2'-Hydroxychalcone OC1=C(C(\C=C/C2=CC=CC=C2)=O)C=CC=C1